4,5-Bis-(9-carbazolyl)-phthalonitril C1=CC=CC=2C3=CC=CC=C3N(C12)C=1C=C(C(C#N)=CC1N1C2=CC=CC=C2C=2C=CC=CC12)C#N